FC=1C=C(C#N)C=C(C1)O[C@H](COC(C1=CC=CC=C1)(C1=CC=CC=C1)C1=CC=CC=C1)CCCCCCCCCCCCCC (S)-3-fluoro-5-((1-(trityloxy)hexadecan-2-yl)oxy)benzonitrile